C(C)(C)(C)C1=C(C=CC(=C1)C(C)(C)C)P(O)(O)(O)C1=C(C=C(C=C1)C(C)(C)C)C(C)(C)C.OP(O)OP(O)O.OCC(CO)(CO)CO pentaerythritol diphosphite bis(2,4-di-tert-butylphenyl)phosphite